O=C1NC(CCC1N1C(C2=CC=CC(=C2C1=O)N(C1CCC(CC1)C(=O)N1C[C@@H](CC1)C(=O)OCC1=CC=CC=C1)C)=O)=O benzyl (3R)-1-[(1r,4r)-4-{[2-(2,6-dioxopiperidin-3-yl)-1,3-dioxo-2,3-dihydro-1H-isoindol-4-yl](methyl)amino}cyclohexanecarbonyl]pyrrolidine-3-carboxylate